C(C)(C)OC(=O)[C@@H]1C[C@@H](CCC1)O (1S,3R)-3-Hydroxycyclohexane-1-carboxylic acid isopropyl ester